2-(4-(2,3-dimethylphenyl)piperazin-1-yl)-N-(3-methoxypyridin-4-yl)acetamide CC1=C(C=CC=C1C)N1CCN(CC1)CC(=O)NC1=C(C=NC=C1)OC